N1(C=NC=C1)C=1N=C(C2=C(N1)C=CS2)C(=O)NC2CCC(CC2)NCCC(F)(F)F 2-(1H-imidazol-1-yl)-N-((1r,4r)-4-((3,3,3-trifluoropropyl)amino)cyclohexyl)thieno[3,2-d]pyrimidine-4-carboxamide